2-[(2-Ethyl-7-fluoro-6-{4-[2-(3-hydroxy-azetidin-1-yl)-2-oxo-ethyl]-piperazin-1-yl}-imidazo[1,2-a]pyridin-3-yl)-methyl-amino]-4-(4-fluoro-phenyl)-thiazole-5-carbonitrile C(C)C=1N=C2N(C=C(C(=C2)F)N2CCN(CC2)CC(=O)N2CC(C2)O)C1N(C=1SC(=C(N1)C1=CC=C(C=C1)F)C#N)C